tert-butyl 3-methyl-6-(trifluoromethylsulfonyl oxy)-3,4-dihydro-2H-pyridine-1-carboxylate CC1CN(C(=CC1)OS(=O)(=O)C(F)(F)F)C(=O)OC(C)(C)C